NC=1C2=C(N=CN1)N(C=C2)[C@@H]2O[C@@H]([C@H]([C@H]2O)O)[C@H]2OCCC1=C2SC(=C1)Cl (2R,3R,4S,5S)-2-(4-aminopyrrolo[2,3-d]pyrimidin-7-yl)-5-[(7R)-2-chloro-5,7-dihydro-4H-thieno[2,3-c]pyran-7-yl]tetrahydrofuran-3,4-diol